O[C@H](C(C)(C)C)C1=CC=C(O1)C(=O)N1CC2(C3=CC(=CC=C13)NS(=O)(=O)CC)CCC1(CC2)CC1 (R)-N-(1''-(5-(1-hydroxy-2,2-dimethylpropyl)furan-2-carbonyl)dispiro[cyclopropane-1,1'-cyclohexane-4',3''-indolin]-5''-yl)ethanesulfonamide